(S)-2-(2,6-dimethylpyridin-4-yl)-6-(3-methyl-1H-pyrrolo[2,3-b]pyridin-5-yl)-8-(pyrrolidin-2-yl)-1,2,3,4-tetrahydroisoquinoline CC1=NC(=CC(=C1)N1CC2=C(C=C(C=C2CC1)C=1C=C2C(=NC1)NC=C2C)[C@H]2NCCC2)C